C(CCCC\C=C\C)=O Trans-6-Octenal